(R,Z)-5-((3-fluoro-5-hydroxypent-3-en-2-yl)amino)-4-(trifluoromethyl)pyridazin-3(2H)-one F\C(\[C@@H](C)NC1=C(C(NN=C1)=O)C(F)(F)F)=C/CO